3-(2-{[2-(2-{[(2,2-dimethyl-1,3-dioxolan-4-yl)methoxy]methyl}phenyl)pyrimidin-4-yl]methoxy}phenyl)propanoic acid CC1(OCC(O1)COCC1=C(C=CC=C1)C1=NC=CC(=N1)COC1=C(C=CC=C1)CCC(=O)O)C